C(C)(C)(C)OC(=O)N1C(CCCC1)N1C=NC(=C1)I (4-iodo-1H-imidazol-1-yl)piperidine-1-carboxylic acid tert-butyl ester